N-((2-(6-((cis)-2,6-dimethylmorpholino)pyridin-2-yl)-1,6-naphthyridin-7-yl)methyl)-7-(methylsulfonyl)-2,3-dihydro-1H-indene-5-carboxamide C[C@@H]1O[C@@H](CN(C1)C1=CC=CC(=N1)C1=NC2=CC(=NC=C2C=C1)CNC(=O)C=1C=C2CCCC2=C(C1)S(=O)(=O)C)C